2-propenoyl-10-chloro-9-(5-methyl-1H-indazol-4-yl)-1,2,3,4,12,12a-hexahydro-6H-benzo[f]pyrazino[2,1-c][1,4]oxazepin-6-one C(C=C)(=O)N1CC2COC3=C(C(N2CC1)=O)C=CC(=C3Cl)C3=C1C=NNC1=CC=C3C